C(C)(C)(C)OC(=O)N1[C@@H](CCCCC1)C=1N(C(=C(N1)C1=CC=C(C=C1)C(NC1=NC=CC(=C1)CC)=O)C(N)=O)N (S)-2-(1-amino-5-carbamoyl-4-(4-((4-ethylpyridin-2-yl)carbamoyl)Phenyl)-1H-imidazol-2-yl)azepan-1-carboxylic acid tert-butyl ester